2-(3-chloro-2-pyridyl)-5-trifluoromethylpyrazole-3-carboxamide ClC=1C(=NC=CC1)N1N=C(C=C1C(=O)N)C(F)(F)F